C1=C(C=CC=2OC3=C(C21)C=CC=C3)C=3C(=C(C=2C=CC1=CC=C(C=4C=CC3C2C41)N(C4=CC=CC=C4)C=4C=CC1=C(C=2C3=C(C=C5C=CC6=CC=CC1=C6C52)C=CC=C3)C4)N(C4=CC=CC=C4)C=4C=CC3=C(C=5C2=C(C=C6C=CC1=CC=CC3=C1C65)C=CC=C2)C4)C4=CC2=C(OC6=C2C=CC=C6)C=C4 bis(dibenzofuran-2-yl)-N,N'-bis(dibenzopyrene-2-yl)-N,N'-diphenylpyrene-1,6-diamine